[Na+].COC=1C=C(C=CC1)C1=CC(=CC=C1OC(F)(F)F)[C@H](CC(=O)[O-])NC(=O)NC1C(N(C=CC1=O)C)=O (S)-3-(3'-methoxy-6-(trifluoromethoxy)biphenyl-3-yl)-3-(3-(1-methyl-4-oxo-2-oxo-1,2-dihydropyridin-3-yl)ureido)propanoic acid sodium salt